N-[(1S)-1-[4-({2-chloro-7-[(1S)-1-methoxyethyl]-[1,2,4]triazolo[1,5-a]pyrimidin-6-yl}amino)phenyl]-2,2,2-trifluoroethyl]-4-(acetamidomethyl)-N-methylcyclohexane-1-carboxamide ClC1=NN2C(N=CC(=C2[C@H](C)OC)NC2=CC=C(C=C2)[C@@H](C(F)(F)F)N(C(=O)C2CCC(CC2)CNC(C)=O)C)=N1